NC(CC[C@@H](C(=O)O)NC(CCC1=CC=CC=C1)=O)=O (2S)-5-amino-5-oxo-2-(3-phenylpropanoylamino)pentanoic acid